N-[2-[4-(hydroxymethyl)cyclohexyl]-6-methoxy-indazol-5-yl]-6-(trifluoromethyl)pyrazine-2-carboxamide OCC1CCC(CC1)N1N=C2C=C(C(=CC2=C1)NC(=O)C1=NC(=CN=C1)C(F)(F)F)OC